C(CCCCCCCC)C1CCCCC1 nonylcyclohexan